Diazabenzo[de]anthracen-3-one N1=NC(C=2C=CC=C3C=C4C=CC=CC4=C1C23)=O